2-{1-[2-(5-fluoro-1H-1,3-benzodiazol-2-yl)ethyl]acridin-3-yl}-N-[(3-fluoropyridin-2-yl)methyl]-1,3-oxazole-5-carboxamide FC1=CC2=C(NC(=N2)CCC2=CC(=CC3=NC4=CC=CC=C4C=C23)C=2OC(=CN2)C(=O)NCC2=NC=CC=C2F)C=C1